(S)-3-(6-(1-amino-1,3-dihydrospiro[indene-2,4'-piperidine]-1'-yl)-2H-pyrazolo[3,4-d]pyrimidin-2-yl)-2-chlorophenol N[C@@H]1C2=CC=CC=C2CC12CCN(CC2)C=2N=CC=1C(N2)=NN(C1)C=1C(=C(C=CC1)O)Cl